COC(=O)C1=CC=C2C(=N1)N(C(=N2)CN2CCC(CC2)C=2C=CC=C1C=CC(OC21)([2H])C2=C(C=C(C=C2)Cl)F)C[C@H]2OCC2 2-((4-(2-(4-chloro-2-fluorophenyl)-2H-chromen-8-yl-2-d)piperidin-1-yl)methyl)-3-(((S)-oxetane-2-yl)methyl)-3H-imidazo[4,5-b]pyridine-5-carboxylic acid methyl ester